3-((1-(6-oxo-5-(trifluoromethyl)-1,6-dihydropyridazin-4-yl)azetidin-2-yl)methoxy)propanamide O=C1C(=C(C=NN1)N1C(CC1)COCCC(=O)N)C(F)(F)F